triethylmethylammonium chlorofluorosalicylate borate B([O-])([O-])[O-].ClC1=C(C(C(=O)[O-])=CC=C1)OF.C(C)[N+](C)(CC)CC.C(C)[N+](CC)(CC)C.C(C)[N+](CC)(CC)C.C(C)[N+](CC)(CC)C